4-(5-((1R,5S)-8-oxa-3-azabicyclo[3.2.1]oct-3-yl)-3-(1H-pyrazol-5-yl)pyrazolo[1,5-a]pyrimidin-7-yl)tetrahydro-2H-pyran-4-ol [C@H]12CN(C[C@H](CC1)O2)C2=NC=1N(C(=C2)C2(CCOCC2)O)N=CC1C1=CC=NN1